4-((3R,4R)-1-(3,3-difluoropropyl)-4-((5-methoxy-7-methyl-1H-indol-4-yl)methyl)piperidin-3-yl)benzoic acid FC(CCN1C[C@H]([C@@H](CC1)CC1=C2C=CNC2=C(C=C1OC)C)C1=CC=C(C(=O)O)C=C1)F